6-[(4-methylphenyl)methyl]-2-(2-methylpropyl)imidazo[1,2-c]Pyrido[2,3-e]Pyrimidine CC1=CC=C(C=C1)CN1CN2C(C3=C1C=CC=N3)=NC(=C2)CC(C)C